4-(5-(2-(((1r,4r)-4-aminocyclohexyl)amino)-1-phenylethyl)-2-chlorophenyl)-5-fluoro-6-(2-methoxyethoxy)nicotinamide NC1CCC(CC1)NCC(C1=CC=CC=C1)C=1C=CC(=C(C1)C1=C(C(=NC=C1C(=O)N)OCCOC)F)Cl